CC1(OC[C@H](O1)C1=CC=C(C=N1)NC(=O)[C@H]1O[C@@]([C@@H]([C@@H]1C1=C(C(=C(C=C1)F)C)OC)C)(C(F)(F)F)C)C |o1:4,15,17,18,19| rel-(2S,3R,4R,5S)-N-(6-((R*)-2,2-dimethyl-1,3-dioxolan-4-yl)pyridin-3-yl)-3-(4-fluoro-2-methoxy-3-methylphenyl)-4,5-dimethyl-5-(trifluoromethyl)tetrahydrofuran-2-carboxamide